(2R,4S)-1-acetyl-4-(3-ethoxy-4-methoxyphenyl)pyrrolidine-2-carboxylic acid methyl ester COC(=O)[C@@H]1N(C[C@@H](C1)C1=CC(=C(C=C1)OC)OCC)C(C)=O